N-(3-(difluoromethyl)phenyl)-5-(2-(((1r,4r)-4-hydroxy-1-methylcyclohexyl)amino)-2-oxoacetyl)-1,2,4-trimethyl-1H-pyrrole-3-carboxamide FC(C=1C=C(C=CC1)NC(=O)C1=C(N(C(=C1C)C(C(=O)NC1(CCC(CC1)O)C)=O)C)C)F